6-(6-(4-(4-((2,6-dioxopiperidin-3-yl)amino)benzyl)piperazin-1-yl)pyridin-3-yl)-1-isopropyl-N-((6-methyl-2-oxo-4-propyl-1,2-dihydropyridin-3-yl)methyl)-1H-indazole-4-carboxamide O=C1NC(CCC1NC1=CC=C(CN2CCN(CC2)C2=CC=C(C=N2)C=2C=C(C=3C=NN(C3C2)C(C)C)C(=O)NCC=2C(NC(=CC2CCC)C)=O)C=C1)=O